3-[bromo(difluoro)methyl]-6-[6-(2,2-difluoro-1-methyl-propoxy)-3-pyridinyl]-[1,2,4]triazolo[4,3-a]pyrazine BrC(C1=NN=C2N1C=C(N=C2)C=2C=NC(=CC2)OC(C(C)(F)F)C)(F)F